N1=CC(=CC=C1)C1=NN=CN1C 3-pyridyl-4-methyl-1,2,4-triazole